C(C)(C)N(P(O[C@@H]1[C@H](O[C@H]([C@@H]1F)N1C2=NC=NC(=C2N=C1)N(C(C1=CC=CC=C1)=O)CC)COC(C1=CC=CC=C1)(C1=CC=C(C=C1)OC)C1=CC=C(C=C1)OC)OCCC#N)C(C)C (2R,3R,4R,5R)-2-((bis(4-methoxyphenyl)(phenyl)methoxy)methyl)-5-(6-(N-ethylbenzamido)-9H-purin-9-yl)-4-fluorotetrahydrofuran-3-yl (2-cyanoethyl) diisopropylphosphoramidite